C(CCCCCCCC)O 1-Nonanol